COC=1C=C(C=CC1NCC#CC=1N(C2=CC=CC(=C2C1)NC1CCN(CC1)C)CC(F)(F)F)S(=O)(=O)N1CCN(CC1)C(C)=O 1-(4-{3-methoxy-4-[(3-{4-[(1-methylpiperidin-4-yl)amino]-1-(2,2,2-trifluoroethyl)-1H-indol-2-yl}prop-2-yn-1-yl)amino]benzenesulfonyl}piperazin-1-yl)ethan-1-one